(5-chloro-2-cyclopropoxyphenyl)methanol ClC=1C=CC(=C(C1)CO)OC1CC1